BrC1=CC(=C(OC=2C=CC(=C(C2)S(=O)(=O)NC2CC3(CC(C3)O[Si](C)(C)C(C)(C)C)C2)O)C(=C1)Cl)Cl 5-(4-bromo-2,6-dichloro-phenoxy)-N-[2-[tert-butyl-(dimethyl)silyl]oxyspiro[3.3]hept-6-yl]-2-hydroxy-benzenesulfonamide